3-(3-bromo-2-chloro-phenyl)piperidine-2,6-dione BrC=1C(=C(C=CC1)C1C(NC(CC1)=O)=O)Cl